C(C)N1N(NC2=C1C=CC(=C2)C)O N-ethyl-2-hydroxy-5-methyl-benzotriazole